C12(CCCCC1)CCOC1=CC=C(C=C12)CC#N 2-(spiro[chroman-4,1'-cyclohexane]-6-yl)acetonitrile